FC=1C(=CC=C2C=C(C(NC12)=C=O)C)CN1CCC(=CC1)C=1C=NC(=CC1)C(=O)NC 1'-((8-fluoro-3-methyl-2-carbonyl-1,2-dihydroquinolin-7-yl)methyl)-N-methyl-1',2',3',6'-tetrahydro-[3,4'-bipyridine]-6-carboxamide